4-methyl-3-[2-(3-pyridyl)ethynyl]-N-[5-(trifluoromethyl)-5,6,7,8-tetrahydroimidazo[1,2-a]pyridine-2-yl]benzamide CC1=C(C=C(C(=O)NC=2N=C3N(C(CCC3)C(F)(F)F)C2)C=C1)C#CC=1C=NC=CC1